Cl.CCNC(C(=C)C)=O N-(2-ethyl)methyl-acrylamide hydrochloride